(S)-3,4-dichloro-1-(2,2-dimethylmorpholino)-12-oxo-6a,7,9,10-tetrahydro-12H-pyrazino[2,1-c]Pyrido[3,4-f][1,4]Oxazepine-8(6H)-carboxylic acid tert-butyl ester C(C)(C)(C)OC(=O)N1C[C@H]2COC3=C(C(N2CC1)=O)C(=NC(=C3Cl)Cl)N3CC(OCC3)(C)C